3-(hydroxymethyl)-1-methylcyclobutane-1-ol OCC1CC(C1)(O)C